(5-(4-fluoro-6-(4-(methylamino)piperidin-1-yl)-1H-benzo[d]imidazol-2-yl)-1H-pyrrol-3-yl)(2-(trifluoromethyl)phenyl)methanone FC1=CC(=CC=2NC(=NC21)C2=CC(=CN2)C(=O)C2=C(C=CC=C2)C(F)(F)F)N2CCC(CC2)NC